tert-butyl 1,4,6,7-tetrahydro-5H-pyrazolo[4,3-f][1,4]oxazepine-5-carboxylate N1N=CC=2CN(CCOC21)C(=O)OC(C)(C)C